[I-].[Y+3].[I-].[I-] yttrium(III) iodide